C(CCC)C1=NC(=NC(=N1)CCCC)C1=CC=CC=C1 2,4-dibutyl-6-phenyl-1,3,5-triazine